3-(4-(4-(benzyloxy)phenyl)piperidin-1-yl)-4-((tert-butyldiphenylsilyl)oxy)tetrahydrofuran-3-carbonitrile C(C1=CC=CC=C1)OC1=CC=C(C=C1)C1CCN(CC1)C1(COCC1O[Si](C1=CC=CC=C1)(C1=CC=CC=C1)C(C)(C)C)C#N